N1CC=CCCC1 1,5,6,7-tetrahydroazepine